[Si](C)(C)(C(C)(C)C)OC(C(F)(F)C=1C(=C(C=CC1)[C@@H](C)N)F)C (1R)-1-{3-[2-{[tert-butyl(dimethyl)silyl]oxy}-1,1-difluoropropyl]-2-fluorophenyl}ethan-1-amine